(E)-2-nitrobenzaldehyde O-(2-chloro-6-((4,6-dimethoxypyrimidin-2-yl)thio)benzoyl) oxime ClC1=C(C(=O)O\N=C\C2=C(C=CC=C2)[N+](=O)[O-])C(=CC=C1)SC1=NC(=CC(=N1)OC)OC